4-(2,4-difluorophenyl)-7-methyl-2-((2S,4S)-2-(2-methyl-4-pyridinyl)tetrahydro-2H-pyran-4-yl)pyrido[2,3-d]pyrimidine FC1=C(C=CC(=C1)F)C=1C2=C(N=C(N1)[C@@H]1C[C@H](OCC1)C1=CC(=NC=C1)C)N=C(C=C2)C